C(C#CC)(=O)O.C1CCCC1 cyclopentane 2-butynoate